2-(1-(1-(tert-butyl)-3-(4-chloro-3-fluorophenyl)-1H-pyrrolo[2,3-b]pyridine-6-carbonyl)piperidin-4-yl)-N,N-dimethylacetamide C(C)(C)(C)N1C=C(C=2C1=NC(=CC2)C(=O)N2CCC(CC2)CC(=O)N(C)C)C2=CC(=C(C=C2)Cl)F